C1(=CC=CC2=CC=CC=C12)OC1C2C=CC(C1)(C2)CCCCCCCCCCCCCCCCCCCCCCCCCCCCCCCCCCCCCCCC(=O)O.C(=O)(O)C2=NNC1=CC=CC=C21 carboxyl-azaindole 5-naphthyloxy-bicyclo[2.2.1]hept-2-enetetracontanate